[N+](=O)([O-])C=1C=C(OCN2CCC2)C=C(C1)C(F)(F)F ((3-Nitro-5-(trifluoromethyl)phenoxy)methyl)azetidine